N-(4-(2-(((1r,4r)-4-aminocyclohexyl)amino)-8-ethylquinazolin-6-yl)-2-fluoro-3-methylphenyl)-2-chlorobenzene-sulfonamide NC1CCC(CC1)NC1=NC2=C(C=C(C=C2C=N1)C1=C(C(=C(C=C1)NS(=O)(=O)C1=C(C=CC=C1)Cl)F)C)CC